3-chloro-5-(trifluoromethyl)pyridine-2-carbonitrile ClC=1C(=NC=C(C1)C(F)(F)F)C#N